4-(7-carbamoyl-1,3-dimethyl-1H-indol-5-yl)-2-chloropyrimidine-5-carboxylic acid isopropyl ester C(C)(C)OC(=O)C=1C(=NC(=NC1)Cl)C=1C=C2C(=CN(C2=C(C1)C(N)=O)C)C